BrC1=CC(=C(OC2=NC=C(C(=C2)S(=O)(=O)NCC(=O)OC)OC)C(=C1)Cl)Cl methyl 2-[[2-(4-bromo-2,6-dichloro-phenoxy)-5-methoxy-4-pyridyl]-sulfonylamino]-acetate